6-(4-chloro-2-methylbenzo[d]oxazol-5-yl)-N-(4-(4-ethylpiperazin-1-yl)phenyl)[1,2,4]triazolo[4',3':1,6]pyrido[2,3-d]pyrimidin-2-amine ClC1=C(C=CC2=C1N=C(O2)C)C2=CC1=C(N=C(N=C1)NC1=CC=C(C=C1)N1CCN(CC1)CC)N1C2=NN=C1